O1C(=CC2=C1C=CC=C2)CNC(=O)C2=CC=1N(C(N(CC1N=C2)C)=O)CC2=C(C=CC=C2F)Cl N-(benzofuran-2-ylmethyl)-1-(2-chloro-6-fluorobenzyl)-3-methyl-2-oxo-1,2,3,4-tetrahydropyrido[3,2-d]pyrimidine-7-carboxamide